ClC=1C=CC(=C(C(=O)[O-])C1F)O 5-chloro-6-fluoro-2-hydroxybenzoate